5-(4-fluorophenyl)-2-(methoxymethyl)-1,6-dimethyl-4-oxopyridine-3-carboxamide FC1=CC=C(C=C1)C=1C(C(=C(N(C1C)C)COC)C(=O)N)=O